NCCOC=1C=C(C=CC1C(F)(F)F)C=1N=CN(C1)N(C1=CC=C(C=C1)[N+](=O)[O-])C (4-(3-(2-aminoethoxy)-4-(trifluoromethyl)phenyl)-1H-imidazol-1-yl)-N-methyl-4-nitroaniline